5-[(1R,3S,4R,5S)-5-{[5-cyclopropyl-3-(2,6-dichlorophenyl)-1,2-oxazol-4-yl]methoxy}-3-methyl-2-azabicyclo[2.2.1]heptane-2-yl]-N-(oxazolidine-4-sulfonyl)pyridine-2-carboxamide C1(CC1)C1=C(C(=NO1)C1=C(C=CC=C1Cl)Cl)CO[C@@H]1[C@H]2[C@@H](N([C@@H](C1)C2)C=2C=CC(=NC2)C(=O)NS(=O)(=O)C2NCOC2)C